CC1(CC(=CC=C1N1CCCCC1)N)NC 1,N1-dimethyl-6-(piperidin-1-yl)benzene-1,3-diamine